C(C1=CC=CC=C1)OC=1C=C(C=C(C1)C(F)F)[C@@H](C)NC1=CN=NC2=CC=C(C=C12)N1CC2OC(C1)C2 N-((R)-1-(3-(benzyloxy)-5-(difluoromethyl)phenyl)ethyl)-6-(6-oxa-3-azabicyclo[3.1.1]heptan-3-yl)cinnolin-4-amine